2-[3',5'-bis(trifluoromethyl)phenyl]Pyridine methyl-4-bromopicolinate COC(C1=NC=CC(=C1)Br)=O.FC(C=1C=C(C=C(C1)C(F)(F)F)C1=NC=CC=C1)(F)F